FC1=C(C(=C(C(=C1F)F)F)OC(C)C)S(=O)(=O)NC 2,3,4,5-tetrafluoro-6-isopropoxy-N-methyl-benzenesulfonamide